C1(CC1)C=1C(=C(C(=O)O)C(=CN1)F)OC=1C(=NC(=CC1)F)C 2-cyclopropyl-5-fluoro-3-((6-fluoro-2-methylpyridin-3-yl)oxy)isonicotinic acid